2-bromo-N-((6-cyclopropyl-8-(4-fluoro-1-methylpiperidin-4-yl)imidazo[1,2-a]pyridin-2-yl)methyl)pyridin-4-amine BrC1=NC=CC(=C1)NCC=1N=C2N(C=C(C=C2C2(CCN(CC2)C)F)C2CC2)C1